(E)-4-(((4-(Benzo[d]oxazol-2-yl)phenyl)imino)methyl)-2,6-dibromobenzene-1,3-diol O1C(=NC2=C1C=CC=C2)C2=CC=C(C=C2)\N=C\C2=C(C(=C(C(=C2)Br)O)Br)O